N-((S)-(7-((R)-cyclopropyl(2-(3,3-difluorocyclobutyl)acetamido)methyl)imidazo[1,2-b]pyridazin-2-yl)(4,4-difluorocyclohexyl)methyl)-2-(trifluoromethyl)cyclopropane-1-carboxamide C1(CC1)[C@H](C1=CC=2N(N=C1)C=C(N2)[C@@H](NC(=O)C2C(C2)C(F)(F)F)C2CCC(CC2)(F)F)NC(CC2CC(C2)(F)F)=O